FN1C(C(C2=CC=CC=C12)(C)C)=O fluoro-3,3-dimethyl-2-oxoindolin